ClC=1C=C(C=C(C1F)Cl)C1(CC(=NO1)N1CC2=C(C1)C(=C(S2)C(=O)NNC(C2=C(C=CC=C2)F)=O)C)C(F)(F)F 5-(5-(3,5-dichloro-4-fluorophenyl)-5-(trifluoromethyl)-4,5-dihydroisoxazol-3-yl)-N'-(2-fluorobenzoyl)-3-methyl-5,6-dihydro-4H-thieno[2,3-c]pyrrole-2-carbohydrazide